hydroxy-1-methyl-6-oxopyridin OC=1N(C(C=CC1)=O)C